C(C)(C)(C)OC(CNC=1C=C2C(N(C(C2=CC1)=O)C1C(N(C(CC1)=O)C)=O)=O)=O (2-(1-methyl-2,6-dioxopiperidin-3-yl)-1,3-dioxoisoindolin-5-yl)glycine tert-butyl ester